N-(3-(5-(2-((2,2-dioxido-2-thiaspiro[3.3]heptan-6-yl)amino)pyrimidin-4-yl)-2-(5-methyl-2,5-diazabicyclo[2.2.2]octan-2-yl)thiazol-4-yl)-2-fluorophenyl)-2,6-difluorobenzenesulfonamide O=S1(CC2(C1)CC(C2)NC2=NC=CC(=N2)C2=C(N=C(S2)N2C1CN(C(C2)CC1)C)C=1C(=C(C=CC1)NS(=O)(=O)C1=C(C=CC=C1F)F)F)=O